C(C)(=O)O[C@H]([C@@H](CN=[N+]=[N-])OC(C)=O)[C@@H]1O[C@](C[C@@H]([C@H]1NC(COC(C)=O)=O)OC(C)=O)(C(=O)OC)OCCCCCCN (1R,2R)-1-((2R,3R,4S,6R)-4-acetoxy-3-(2-acetoxyacetamido)-6-((6-aminohexyl) oxy)-6-(methoxycarbonyl) tetrahydro-2H-pyran-2-yl)-3-azidopropane-1,2-diyl diacetate